1-(4-(5-methyl-3-(trifluoromethyl)-1H-pyrazol-1-yl)benzyl)-6-(4-methyl-6-(methylthio)pyrimidin-5-yl)-1H-pyrazolo[3,4-d]pyrimidine CC1=CC(=NN1C1=CC=C(CN2N=CC=3C2=NC(=NC3)C=3C(=NC=NC3SC)C)C=C1)C(F)(F)F